ClC1=C(OCC(=O)OC[C@H]([C@@H]2[C@@H]([C@@H]3[C@@H](OC(O3)(C)C)O2)O)O)C=CC(=C1)Cl (R)-2-hydroxy-2-((3aR,5R,6S,6aR)-6-hydroxy-2,2-dimethyltetrahydrofuro[2,3-d][1,3]dioxol-5-yl)ethyl 2-(2,4-dichlorophenoxy)acetate